ClC1=NC(=NC(=N1)Cl)C(=O)O 2,4-dichloro-6-carboxyl-1,3,5-triazine